ClCCCNC1=CC(=C(C=C1)F)C N-(3-chloropropyl)-4-fluoro-3-methylaniline